C(CCC)C=1N=C(NC1)CC butyl-ethyl-imidazole